FC1=C(C(=C(C(=C1OC(C1=CC(=C(C=C1)C)N1C(NC(CC1)=O)=O)=O)F)F)F)F 3-(2,4-Dioxotetrahydropyrimidin-1(2H)-yl)-4-methylbenzoic acid pentafluorophenyl ester